O=C1NC(CCC1C1=NN(C2=CC(=CC=C12)OCC(=O)NC=1C=NN(C1)C)C)=O 2-((3-(2,6-Dioxopiperidin-3-yl)-1-methyl-1H-indazol-6-yl)oxy)-N-(1-methyl-1H-pyrazol-4-yl)acetamide